methyl 3-((tert-butoxycarbonyl)(methyl)amino)tetrahydrofuran-3-carboxylate C(C)(C)(C)OC(=O)N(C1(COCC1)C(=O)OC)C